C(C)C1=C2C=CC=NC2=C(C=C1)S(=O)(=O)NC1=C(C=CC=C1)C#CC=1C=CC(=NC1)C(=O)O 5-{2-[2-(5-ethylquinoline-8-sulfonamido)phenyl]ethynyl}pyridine-2-carboxylic acid